CO[Si](CC)(CC)OC dimethoxydiethylsilane